4-(2-(azetidin-1-yl)-6-methylpyridin-4-yl)-1-(4-(3,4-dichlorophenyl)-5-(isopropylthio)thiazol-2-yl)-3-methyl-1H-pyrazole-5-carboxylic acid N1(CCC1)C1=NC(=CC(=C1)C=1C(=NN(C1C(=O)O)C=1SC(=C(N1)C1=CC(=C(C=C1)Cl)Cl)SC(C)C)C)C